2-(3-chlorophenoxy)-5-hydroxy-8-chloro-1,7-naphthyridine ClC=1C=C(OC2=NC3=C(N=CC(=C3C=C2)O)Cl)C=CC1